FC(C(=O)O)(F)F.CNC1CC(C1)C1=CC=C(C=C1)C1(CC1)C n-methyl-3-(4-(1-methylcyclopropyl)phenyl)cyclobutane-1-amine, trifluoroacetate salt